C(#N)[C@@H](C[C@@H]1C(NCCC1)=O)NC(=O)[C@@H]1N([C@H]2CC([C@@H]1CC2)(F)F)C(=O)C2(C1=CC(=CC=C1C=1C=CC(=CC21)F)F)O (1R,3R,4R)-N-((R)-1-cyano-2-((R)-2-oxopiperidin-3-yl)ethyl)-2-(2,7-difluoro-9-hydroxy-9H-fluorene-9-carbonyl)-5,5-difluoro-2-azabicyclo[2.2.2]octane-3-carboxamide